2-(1-(3-(1H-pyrazol-1-yl)propanoyl)-1,2,5,6-tetrahydropyridin-3-yl)-4-chlorobenzo[d]thiazole-6-carboxylic acid N1(N=CC=C1)CCC(=O)N1CC(=CCC1)C=1SC2=C(N1)C(=CC(=C2)C(=O)O)Cl